C(C)(C)(C)OC(=O)NC=1C(=NN2C1SC=C2C(=O)OC)C methyl 7-((tert-butoxycarbonyl)amino)-6-methylpyrazolo[5,1-b]thiazole-3-carboxylate